2'-Deoxy-2'-fluorocytidine F[C@H]1[C@@H](O[C@@H]([C@H]1O)CO)N1C(=O)N=C(N)C=C1